N-tert-butyl-2-[(2-{4-[2-(dimethylamino)ethoxy]pyridin-2-yl}-5H,6H,7H-cyclopenta[d]pyrimidin-4-yl)amino]acetamide C(C)(C)(C)NC(CNC=1C2=C(N=C(N1)C1=NC=CC(=C1)OCCN(C)C)CCC2)=O